P(=O)(OCC(CCCC)CC)(OC1=CC=C(C=C1)CCCCCCCCC)[O-].[Co+3].C(C)C(COP(=O)(OC1=CC=C(C=C1)CCCCCCCCC)[O-])CCCC.C(C)C(COP(=O)(OC1=CC=C(C=C1)CCCCCCCCC)[O-])CCCC cobalt (III) (2-ethylhexyl) (p-nonylphenyl) phosphate